(trifluoroacetyl)piperazin FC(C(=O)N1CCNCC1)(F)F